Ethyl N2-((2-(4-chlorophenyl)-2-methylpropanoyl)-L-valyl)-N5,N5-dimethyl-D-glutaminate ClC1=CC=C(C=C1)C(C(=O)N[C@@H](C(C)C)C(=O)N[C@H](CCC(N(C)C)=O)C(=O)OCC)(C)C